N-((cis)-3-(5-chloro-2-cyanophenyl)cyclobutyl)-1-((R or S)-1-(5-methyl-6-((1R,5S)-2-oxo-3-azabicyclo[3.1.0]hexan-3-yl)pyridazin-3-yl)ethyl)-1H-pyrazole-4-carboxamide ClC=1C=CC(=C(C1)[C@H]1C[C@H](C1)NC(=O)C=1C=NN(C1)[C@H](C)C=1N=NC(=C(C1)C)N1C([C@@H]2C[C@@H]2C1)=O)C#N |o1:19|